(S)-benzyl (1-((tert-butyldiphenylsilyl)oxy)-3-mercaptopropan-2-yl)carbamate [Si](C1=CC=CC=C1)(C1=CC=CC=C1)(C(C)(C)C)OC[C@@H](CS)NC(OCC1=CC=CC=C1)=O